ClCC(C(F)(F)F)=O 3-chloro-1,1,1-trifluoropropan-2-one